N-(3-methacrylamidopropyl)-2-((1-methyl-1H-pyrrol-2-yl)methyl)-2H-tetrazole-5-carboxamide C(C(=C)C)(=O)NCCCNC(=O)C=1N=NN(N1)CC=1N(C=CC1)C